C(CCCCCC)OC(CCCCCCC(CC)OC(C)=O)OCCCCCCC 10,10-diheptyloxy-3-acetoxydecane